COC1OCC(=CC1)OS(=O)(=O)C(F)(F)F.FC1=C(C(=C(C(=C1[B-](C1=C(C(=C(C(=C1F)F)F)F)F)(C1=C(C(=C(C(=C1F)F)F)F)F)C1=C(C(=C(C(=C1F)F)F)F)F)F)F)F)F.C[SH+]CCCCCCCCCCCCCCCCCC methyl-octadecylsulfonium tetrakis(pentafluorophenyl)borate (2-methoxy-3,6-dihydro-2H-pyran-5-yl)triflate